C(C=C)(=O)OCCCCCCCC[Si](OC)(OC)C acryloyloxyoctylmethyldimethoxysilane